FC1=CC(=NC(=C1)N1C(CCC1)CO)N1CCC=2C=C(N=CC2C1)C(=O)OCC ethyl 7-(4-fluoro-6-(2-(hydroxymethyl) pyrrolidin-1-yl) pyridin-2-yl)-5,6,7,8-tetrahydro-2,7-naphthyridine-3-carboxylate